2-(1-naphthyloxy-methyl)-3-fluoroallylamine C1(=CC=CC2=CC=CC=C12)OCC(CN)=CF